N-lauryldimethyl-benzyl-ammonium chloride [Cl-].C(CCCCCCCCCCC)[N+](CC1=CC=CC=C1)(C)C